4-(3-(pyridin-4-ylmethyl)ureido)-N-(4-(trifluoromethoxy)benzyl)benzenesulfonamide N1=CC=C(C=C1)CNC(NC1=CC=C(C=C1)S(=O)(=O)NCC1=CC=C(C=C1)OC(F)(F)F)=O